(S)-tert-butyl 4-(2-(2-(3-chloro-2-hydroxyphenyl)-6a,7,9,10-tetrahydro-5H-pyrazino[1',2':4,5]pyrazino[2,3-c]pyridazin-8(6H)-yl)pyrimidin-5-yl)piperidine-1-carboxylate ClC=1C(=C(C=CC1)C=1C=C2C(=NN1)NC[C@@H]1N2CCN(C1)C1=NC=C(C=N1)C1CCN(CC1)C(=O)OC(C)(C)C)O